C(C)(C)(C)OC(=O)N1[C@H](CN(CC1)C1=NC(=NC2=CC(=C(C=C12)Br)Cl)OC[C@H]1N(CCC1)C)CC#N (S)-4-(6-bromo-7-chloro-2-(((S)-1-methylpyrrolidin-2-yl)methoxy)quinazolin-4-yl)-2-(cyanomethyl)piperazine-1-carboxylic acid tert-butyl ester